Cl.COC(=O)C1(CCNCC1)C1=CC=C(C=C1)Br 4-(4-bromophenyl)piperidine-4-carboxylic acid methyl ester hydrochloride